C(C)(C)(C)OC(=O)N1CCC(CC1)(C1=C(C=CC=C1)Cl)C(N)=O 4-carbamoyl-4-(2-chlorophenyl)piperidine-1-carboxylic acid tert-butyl ester